5-chloro-2-cyclopropoxy-3-(5-(2,6-difluorophenyl)-4-methyl-4H-1,2,4-triazol-3-yl)pyridine ClC=1C=C(C(=NC1)OC1CC1)C1=NN=C(N1C)C1=C(C=CC=C1F)F